tert-butyl 3-(3-bromophenyl)-2,5-dihydro-1H-pyrrole-1-carboxylate BrC=1C=C(C=CC1)C=1CN(CC1)C(=O)OC(C)(C)C